4-methyl-4'-hydroxymethyl-biphenyl CC1=CC=C(C=C1)C1=CC=C(C=C1)CO